COC=1C=CC(=C(OCC2CN(CC2)C2=NC(=CC(=N2)C(=O)O)C)C1)C(F)(F)F 2-(3-((5-Methoxy-2-(trifluoromethyl)phenoxy)methyl)pyrrolidin-1-yl)-6-methylpyrimidine-4-carboxylic Acid